ClC=1C(=NC=CC1Cl)N1CCN(CC1)CC=1C=C2CN(C(C2=CC1)=O)N1C(NC(CC1)=O)=O 1-(5-((4-(3,4-dichloropyridin-2-yl)piperazin-1-yl)methyl)-1-oxoisoindolin-2-yl)dihydropyrimidine-2,4(1H,3H)-dione